5-(3,4-dichlorophenyl)-1,2,3,6-tetrahydropyridine ClC=1C=C(C=CC1Cl)C1=CCCNC1